BrC1=CC(=NC=C1)[C@@H](C)NCC (R)-1-(4-bromopyridin-2-yl)-N-ethylethan-1-amine